FC1=C(C=C(C=C1)NC1=NC=CC(=N1)NC1=CN=NC2=C(C=CC=C12)C)N1CCOCC1 N2-(4-fluoro-3-morpholinophenyl)-N4-(8-methylcinnolin-4-yl)pyrimidine-2,4-diamine